4-epoxycyclohexylmethacrylic acid C12C(CC(CC1)C=C(C(=O)O)C)O2